CC1=C(C=CC=C1C1=CN=C2N1C=C(C=C2)NC)S(=O)(=O)N methyl-3-(6-(methylamino)imidazo[1,2-a]pyridin-3-yl)benzenesulfonamide